N-(3-(5-chloro-1H-indol-3-yl)propyl)-4-(3-(4-methylpiperazin-1-yl)phenoxy)benzenesulfonamide ClC=1C=C2C(=CNC2=CC1)CCCNS(=O)(=O)C1=CC=C(C=C1)OC1=CC(=CC=C1)N1CCN(CC1)C